[6-bromo-8-(trifluoromethyl)imidazo[1,2-a]pyridin-2-yl][(3R,3'R)-3'-hydroxy-1,4-dihydro-1'H,2H-spiro[isoquinoline-3,4'-piperidin]-1'-yl]methanone BrC=1C=C(C=2N(C1)C=C(N2)C(=O)N2C[C@H]([C@@]1(CC2)NCC2=CC=CC=C2C1)O)C(F)(F)F